P(O)(=O)(OP(=O)(O)OP(=O)(O)O)OC[C@@H]1[C@H](C[C@@H](O1)N1C=NC=2C(=O)NC(NC(C)=O)=NC12)O N2-acetyl-2'-deoxyguanosine triphosphate